ClC=1C=C(CN(C(C#N)C#N)C)C=CC1 2-(3-chlorobenzyl-(methyl)amino)malononitrile